N-(5-fluoropyridin-2-yl)acetamide sulfate salt S(=O)(=O)(O)O.FC=1C=CC(=NC1)NC(C)=O